[4-[[3-[4-(difluoromethoxy)phenyl]imidazo[1,2-a]pyrazin-8-yl]amino]-2-methylphenyl]-[4-[(2R)-piperazine-2-carbonyl]piperazin-1-yl]methanone FC(OC1=CC=C(C=C1)C1=CN=C2N1C=CN=C2NC2=CC(=C(C=C2)C(=O)N2CCN(CC2)C(=O)[C@@H]2NCCNC2)C)F